O\N=C\1/C[C@H](C2C3CCC=4C=CC=CC4C3CC[C@]12C)CCC(=O)NC1=NC=CC(=C1)C 3-((13S,15R,E)-17-(hydroxyimino)-13-methyl-7,8,9,11,12,13,14,15,16,17-decahydro-6H-cyclopenta[a]phenanthren-15-yl)-N-(4-methylpyridin-2-yl)propanamide